C(C)C=1C(=NC=C(C1)C=1N=CC=C2C=CC=NC12)N ethyl-5-(1,7-naphthyridin-8-yl)pyridin-2-amine